Cl.Cl.CN1CC(C1)(N)C 1,3-dimethylazetidine-3-amine dihydrochloride